FC=1C=NC(=C(C1)F)C1CCN(CC1)CC1=NC2=C(N=NC(=C2)C2=NN=C(N2)C(F)(F)F)N1C[C@H]1OCC1 3,5-difluoro-6-{1-[(7-{[(2S)-oxetan-2-yl]methyl}-3-[5-(trifluoromethyl)-4H-1,2,4-triazol-3-yl]-7H-imidazo[4,5-c]pyridazin-6-yl)methyl]piperidin-4-yl}pyridine